ClC1=CC=C2C(NC(N(C2=C1)C1=CC(=CC(=C1)F)O)=O)=O 7-Chloro-1-(5-fluoro-3-hydroxyphenyl)-1,3-dihydroquinazoline-2,4-dione